N1(CCCCC1)C1=C(C=CC=C1)NC(=O)CC(=O)O 2-([2-(PIPERIDIN-1-YL)PHENYL]CARBAMOYL)ACETIC ACID